BrC1=NO[C@@H](C1)C1CCN(CC1)CC1=CC=C(C=C1)SC(F)(F)F (5S)-3-bromo-5-[1-[[4-(trifluoromethylsulfanyl)phenyl]methyl]-4-piperidyl]-4,5-dihydroisoxazole